C(C=C)(=O)N1C[C@@H](C[C@@H]1CC)N1C(=C(C2=C1N=CN=C2N)C(=O)N[C@H](C)C2=CC=CC=C2)Br 7-((3R,5S)-1-propenoyl-5-ethylpyrrolidin-3-yl)-4-amino-6-bromo-N-((R)-1-phenylethyl)-7H-pyrrolo[2,3-d]pyrimidine-5-carboxamide